3,3-dimethyl-4-oxo-2H-4λ5-furo[3,2-b]pyridine-5-carboxylic acid methyl ester COC(=O)C1=CC=C2C(=N1=O)C(CO2)(C)C